BrC1=C(C=C(C=C1)NC1=NC=C(C(=N1)NC1CCCC1)Cl)C(C)=O 1-[2-bromo-5-[[5-chloro-4-(cyclopentylamino)pyrimidin-2-yl]amino]phenyl]ethanone